COC(C1=C(N=C(C(=C1)F)N1N=C(N(C1=O)CC)COCC1=CC=CC=C1)C#C[Si](C)(C)C)=O (3-((benzyloxy)methyl)-4-ethyl-5-oxo-4,5-dihydro-1H-1,2,4-triazol-1-yl)-5-fluoro-2-((trimethylsilyl)ethynyl)nicotinic acid methyl ester